2-(4-(tert-butyl)naphthalen-2-yl)-1-(2'-chloro-5-(trifluoromethyl)-[1,1'-biphenyl]-2-yl)-1H-benzo[d]imidazole C(C)(C)(C)C1=CC(=CC2=CC=CC=C12)C1=NC2=C(N1C1=C(C=C(C=C1)C(F)(F)F)C1=C(C=CC=C1)Cl)C=CC=C2